FC1=C(C=O)C=CC(=C1F)C=O 2,3-difluoroterephthalaldehyde